OCCOCC(=O)OC1=C(C=C(C=C1C=O)C1=NC(=NS1)C1=CC=C(C=C1)N1CCCC1)F 2-fluoro-6-formyl-4-(3-(4-(pyrrolidin-1-yl)phenyl)-1,2,4-thiadiazol-5-yl)phenyl 2-(2-hydroxyethoxy)acetate